NC=1N=NC(=CC1N1CC(N(CC1)C1=CC=CC=C1)C(=O)NC1CCN(CC1)C(=O)OCC1=CC=CC=C1)C1=C(C=CC=C1)O benzyl 4-(4-(3-amino-6-(2-hydroxyphenyl)pyridazin-4-yl)-1-phenylpiperazine-2-carboxamido)piperidine-1-carboxylate